C(C=C)(=O)N1CC(C1)(C1=C(C(=CC=C1)C)Cl)NC1=CC=C2C(C(N(C2=C1)C)=O)(C)C 6-((1-Acryloyl-3-(2-chloro-3-methylphenyl)azetidin-3-yl)amino)-1,3,3-trimethylindolin-2-one